NC1=CC=C(C=N1)N1CCN(CC1)C(C)=O 1-(4-(6-Aminopyridin-3-yl)piperazin-1-yl)ethan-1-one